hydroxy-4-methyl-2-azabicyclo[3.1.1]heptane-2-carboxylic acid tert-butyl ester C(C)(C)(C)OC(=O)N1C2(CC(C(C1)C)C2)O